S(N)(OC[C@@H]1OC(O[C@H]1C1=C(C=CC=C1)[N+](=O)[O-])(CC)CC)(=O)=O ((4S,5S)-5-(2-nitrophenyl)-2,2-diethyl-1,3-dioxolan-4-yl)methyl sulfamate